2-amino-4-bromo-3,5,6-trifluorobenzoic acid NC1=C(C(=O)O)C(=C(C(=C1F)Br)F)F